FC(C(OC(F)(F)F)F)(OC1=CC=C(C=C1)S(=O)(=O)[O-])F.[NH4+] ammonium 4-(1,1,2-trifluoro-2-(trifluoromethoxy)ethoxy)benzenesulfonate